OC1=C2C=CC(=NC2=CN=C1C(=O)OC)C=C methyl 5-hydroxy-2-vinyl-1,7-naphthyridine-6-carboxylate